7-chloro-1-(3-methoxyphenyl)-4-(methylamino)quinazolin-2(1H)-one ClC1=CC=C2C(=NC(N(C2=C1)C1=CC(=CC=C1)OC)=O)NC